Diphenyl-diisodecyl-neopentyl glycol bisphosphite P(O)(O)OC(C(C)(C(OP(O)O)(CCCCCCCC(C)C)C1=CC=CC=C1)C)(CCCCCCCC(C)C)C1=CC=CC=C1